2-naphthyl perfluoro-n-octanesulfonate FC(C(C(C(C(C(C(C(F)(F)F)(F)F)(F)F)(F)F)(F)F)(F)F)(F)F)(S(=O)(=O)OC1=CC2=CC=CC=C2C=C1)F